2-{[(αR)-6-[(4R)-4-(3-bromophenyl)-2,6-dioxo-1,3-diazinan-1-yl]-spiro[3.3]heptan-2-yl]oxy}pyridine-3-carboxamide BrC=1C=C(C=CC1)[C@@H]1NC(N(C(C1)=O)C1CC2(CC(C2)OC2=NC=CC=C2C(=O)N)C1)=O